3-{4-[(2-bromo-5-fluorophenyl)methyl]piperidine-1-carbonyl}-6-butyl-5-(2,6-dimethoxyphenyl)pyridine-2,4-diol BrC1=C(C=C(C=C1)F)CC1CCN(CC1)C(=O)C=1C(=NC(=C(C1O)C1=C(C=CC=C1OC)OC)CCCC)O